di(1-adamantyl)benzyl-phosphine C12(CC3CC(CC(C1)C3)C2)P(CC2=CC=CC=C2)C23CC1CC(CC(C2)C1)C3